3-(2-methylpyridin-3-yl)piperidine-1-carboxylate CC1=NC=CC=C1C1CN(CCC1)C(=O)[O-]